CC1(OB(OC1(C)C)C=1C=NN2C1CCCC2)C 3-(4,4,5,5-tetramethyl-1,3,2-dioxaborolan-2-yl)-4,5,6,7-tetrahydro-pyrazolo[1,5-a]pyridine